(S)-2-(5-((4-(1,2-dihydroxyethyl)piperidin-1-yl)sulfonyl)-2-propoxyphenyl)-5-methyl-4-oxo-7-propyl-4,5-dihydro-3H-pyrrolo[3,2-d]pyrimidine-6-carbaldehyde O[C@H](CO)C1CCN(CC1)S(=O)(=O)C=1C=CC(=C(C1)C=1NC(C2=C(N1)C(=C(N2C)C=O)CCC)=O)OCCC